4-O-Feruloylquinic acid COC1=C(C=CC(=C1)/C=C/C(=O)OC2[C@@H](CC(C[C@H]2O)(C(=O)O)O)O)O